N(C1=CC=C(C=C1)C)C=1C=C2C=CC(=CC2=CC1)S(=O)(=O)Cl 6-(p-toluidinyl)-2-naphthalenesulfonyl chloride